C(C)(C)(C)C1=CC(C=C(S1)N1CCOCC1)=O 6-tert-Butyl-2-morpholin-4-yl-4H-thiopyran-4-one